2-(dimethylamino)-8-(1-(4-hydroxybutoxy)vinyl)-3,6-dimethyl-4H-chromen-4-one CN(C=1OC2=C(C=C(C=C2C(C1C)=O)C)C(=C)OCCCCO)C